C(C)(C)(C)C1(NC(C2=CC(=CC=C12)C=O)=O)COC tert-butyl-5-formyl-1-(methoxymethyl)-3-oxoisoindoline